2-chloro-N-methylethan-1-amine ClCCNC